C1(=CC=CC=C1)C1=NC(=NC=C1)C=1C(=C(C=CC1)C1=CC=CC=C1)C1=CC=CC=2C3=CC=CC=C3C3=CC=CC=C3C12 (phenylpyrimidinyl)(triphenylenyl)biphenyl